((3-bromo-5-carbamoyl-7-((2-cyano-4-(methylsulfonyl)benzyl)oxy)benzo[b]thiophen-2-yl)difluoromethyl)phosphonic acid BrC=1C2=C(SC1C(F)(F)P(O)(O)=O)C(=CC(=C2)C(N)=O)OCC2=C(C=C(C=C2)S(=O)(=O)C)C#N